C(C)(C)(C)[C@@H]1CC=2C=C3C(=NC2CC1)SC(=N3)C(=O)N[C@H](CC[NH+]3CCC(CC3)O)C3=CC=C(C=C3)N3C=NC=C3 (7S)-7-tert-butyl-N-[(1R)-3-(4-hydroxypiperidin-1-ium-1-yl)-1-(4-imidazol-1-ylphenyl)propyl]-5,6,7,8-tetrahydrothiazolo[5,4-b]quinoline-2-carboxamide